2-[(3,3-dimethyl-2H-benzofuran-4-yl)oxy]-5-nitro-pyridine CC1(COC2=C1C(=CC=C2)OC2=NC=C(C=C2)[N+](=O)[O-])C